C1=CC=CC=2CC3=CC=CC=C3C(C12)N 9,10-dihydroanthracene-9-amine